NC(CCN(NC([C@H](C(C)C)NC([C@H](C(C)(C)C)NC(C(F)(F)F)=O)=O)=O)C(C(F)Cl)=O)=O (2S)-N-((2S)-1-(2-(3-amino-3-oxopropyl)-2-(2-chloro-2-fluoroacetyl)hydrazinyl)-3-methyl-1-oxobutane-2-yl)-3,3-dimethyl-2-(2,2,2-trifluoroacetamido)butanamide